ClC=1C=C2C=NN(C2=CC1[N+]#[C-])COCC[Si](C)(C)C 5-chloro-6-isocyano-1-((2-(trimethylsilyl)ethoxy)methyl)-1H-indazole